N-(4-bromo-2-(4-fluorophenylmethyl)-2H-indazol-6-yl)-2-(2-methoxyphenyl)acetamide BrC=1C2=CN(N=C2C=C(C1)NC(CC1=C(C=CC=C1)OC)=O)CC1=CC=C(C=C1)F